7-Amino-3-ethyl-5-((2-(6-methoxypyridin-2-yl)ethyl)amino)-2-methylpyrazolo[1,5-a]pyrimidine-6-carbonitrile NC1=C(C(=NC=2N1N=C(C2CC)C)NCCC2=NC(=CC=C2)OC)C#N